5-(Benzyloxy)-2-{[3-(3-cyclohexylpropoxy)phenyl]amino}benzonitrile C(C1=CC=CC=C1)OC=1C=CC(=C(C#N)C1)NC1=CC(=CC=C1)OCCCC1CCCCC1